1-(4-(6-(4-fluorophenyl)pyridazin-3-yl)piperidin-1-yl)-2-(4-methyl-1,2,5-oxadiazol-3-yl)ethan-1-one FC1=CC=C(C=C1)C1=CC=C(N=N1)C1CCN(CC1)C(CC1=NON=C1C)=O